(4-(3-amino-1-(isoquinolin-6-ylamino)-1-oxopropan-2-yl-2,3,3-d3)phenyl)methyl-d2 2,4-bis(methyl-d3)benzoate C(C1=C(C(=O)OC([2H])([2H])C2=CC=C(C=C2)C(C(=O)NC=2C=C3C=CN=CC3=CC2)(C([2H])([2H])N)[2H])C=CC(=C1)C([2H])([2H])[2H])([2H])([2H])[2H]